CCOCC[C@@H](NC(NC(OC(C)C)=O)=S)C=1C=C(C(=O)OC)C=CC1 methyl (R)-3-(l-1,11-dimethyl-9-oxo-7-thioxo-2,10-dioxa-6,8-diazadodecan-5-yl)benzoate